3-[2-(Trifluoromethyl)spiro[3.3]heptan-2-yl]isoxazol-5-amine FC(C1(CC2(C1)CCC2)C2=NOC(=C2)N)(F)F